8-(5-chloro-2-fluorophenyl)-N2-(6-(piperazin-1-yl)pyridin-3-yl)pyrido[3,4-d]pyrimidine-2,4-diamine ClC=1C=CC(=C(C1)C1=NC=CC2=C1N=C(N=C2N)NC=2C=NC(=CC2)N2CCNCC2)F